3-[(5-chloro-1H-indol-2-yl)methyl]-1-methyl-1-[1-(3,3,3-trifluoro-2-hydroxy-2-methylpropanoyl)piperidin-3-yl]urea ClC=1C=C2C=C(NC2=CC1)CNC(N(C1CN(CCC1)C(C(C(F)(F)F)(C)O)=O)C)=O